N'-acetyl-1-(6-((1-(4-(difluoromethyl)phenyl)-4-methyl-1H-1,2,3-triazol-5-yl)methoxy)pyridazin-3-yl)azetidin-3-carbohydrazide C(C)(=O)NNC(=O)C1CN(C1)C=1N=NC(=CC1)OCC1=C(N=NN1C1=CC=C(C=C1)C(F)F)C